3-(5-chloroindolin-1-yl)-4-(3-chlorophenyl)-1H-pyrrole-2,5-dione ClC=1C=C2CCN(C2=CC1)C=1C(NC(C1C1=CC(=CC=C1)Cl)=O)=O